(2,6-Dimethoxy-4-propylphenyl)boronic acid COC1=C(C(=CC(=C1)CCC)OC)B(O)O